FC1([C@@H](C1)C(=O)N1[C@H]2CN(C[C@@H]1CC2)C2=NC(=NC=C2)NC=2C=NN(C2)C)F (1S)-2,2-difluorocyclopropyl-[(1R,5S)-3-{2-[(1-methyl-1H-pyrazol-4-yl)amino]pyrimidin-4-yl}-3,8-diazabicyclo[3.2.1]oct-8-yl]methanone